O=C([C@H](C)NC(OC(C)(C)C)=O)C#CC tert-butyl (S)-(3-oxohexyn-2-yl)carbamate